C(C=C)S(=O)CC=CSSCC=C 3-(Prop-2-ene-1-sulfinyl)-1-[(prop-2-en-1-yl)disulfanyl]prop-1-ene